N-((3-fluoropyridin-2-yl)methyl)-2-(1-(2-(1-(2-(2-methoxyethoxy)ethyl)-1H-benzo[d]imidazol-2-yl)ethyl)azetidin-3-yl)oxazolo[4,5-c]pyridin-4-amine FC=1C(=NC=CC1)CNC1=NC=CC2=C1N=C(O2)C2CN(C2)CCC2=NC1=C(N2CCOCCOC)C=CC=C1